8-((4-bromo-2-chlorophenyl)amino)-2-(4-methoxybenzyl)-7-methyl-3,4-dihydro-2,7-naphthyridine-1,6(2H,7H)-dione BrC1=CC(=C(C=C1)NC=1N(C(C=C2CCN(C(C12)=O)CC1=CC=C(C=C1)OC)=O)C)Cl